Cl.ClCCC([2H])([2H])N 3-chloro-1,1-dideuterio-1-propylamine hydrochloride